FC=1C=C(C2=C(C(=C(O2)[C@H](C(F)(F)F)NC(=O)NC=2C=NC(=NC2)N2CC(C2)O)C)C1)F (R)-1-(1-(5,7-difluoro-3-methylbenzofuran-2-yl)-2,2,2-trifluoroethyl)-3-(2-(3-hydroxyazetidin-1-yl)pyrimidin-5-yl)urea